CC1=CC(=C(C=C1)N1C(SC=C1C=1C=C(C(=O)NCCCCN2N=CC=C2)C=CC1)=O)OC 3-(3-(4-methyl-2-methoxyphenyl)-4-thiazolinonyl)-N-(4-1-N-pyrazolylbutyl)benzamide